C1(CC1)C1=C(C=C(C(=C1)I)C)N(C(C#CC)=O)C1=NC(=CC=C1C)OCCOC N-(2-cyclopropyl-4-iodo-5-methylphenyl)-N-[6-(2-methoxyethoxy)-3-methylpyridin-2-yl]but-2-ynamide